3,6,9-trithiaundecane-1,11-dithiol C(CSCCSCCSCCS)S